N-(1'-(6-(1,1-difluoroethyl)pyridin-2-yl)-1',2'-dihydrospiro[cyclobutane-1,3'-pyrrolo[3,2-c]pyridin]-6'-yl)acetamide FC(C)(F)C1=CC=CC(=N1)N1CC2(C=3C=NC(=CC31)NC(C)=O)CCC2